N[C@@H]1C[C@@H](COC1)O |r| racemic-cis-5-aminotetrahydro-2H-pyran-3-ol